CN1CCC(CC1)C1=CC=C(C=C1)C=1C=C2C(N=CNN2C1)=O 6-(4-(1-methylpiperidin-4-yl)phenyl)-4-oxopyrrolo[2,1-f][1,2,4]Triazine